O=C1C(=CC2=CC=CC=3CCN1C32)C(=O)NC3=NC=CC=C3 11-Oxo-N-(2-pyridyl)-1-azatricyclo[6.3.1.04,12]dodeca-4(12),5,7,9-tetraene-10-carboxamide